2-chloro-4-(1,1-difluorooctyl)benzoic acid ClC1=C(C(=O)O)C=CC(=C1)C(CCCCCCC)(F)F